2-(3-methoxypyridin-4-yl)-7-methyl-1-(4-methylbenzene-1-sulfonyl)-1H-pyrrolo[3,2-b]pyridine COC=1C=NC=CC1C1=CC2=NC=CC(=C2N1S(=O)(=O)C1=CC=C(C=C1)C)C